CC=1N=C2N(N=C(C=C2C)C=2N=C3N(C(C2)=O)C=C(C=C3)N3C[C@H](CC3)N3CCCC3)C1 2-(2,8-dimethylimidazo[1,2-b]pyridazin-6-yl)-7-[(3S)-3-pyrrolidin-1-ylpyrrolidin-1-yl]pyrido[1,2-a]pyrimidin-4-one